(S)-3-fluoro-4-(2-hydroxypropan-2-yl)-N'-((2-methyl-3-phenyl-6,7-dihydro-5H-cyclopenta[b]pyridin-4-yl)carbamoyl)thiophene-2-sulfonimidamide FC1=C(SC=C1C(C)(C)O)[S@](=O)(N)=NC(NC1=C2C(=NC(=C1C1=CC=CC=C1)C)CCC2)=O